6-amino-1-oxo-1,3-dihydrospiro[indene-2,4'-piperidine]-1'-carboxylic acid tert-butyl ester C(C)(C)(C)OC(=O)N1CCC2(CC1)C(C1=CC(=CC=C1C2)N)=O